COC(=O)C1=CC=CC2=CN(N=C12)C[C@@H]([C@@H](C1=CC(=C(C(=C1)OC)C)OC)O[Si](C)(C)C(C)(C)C)OCCC1=CC=CC=C1 ((2S,3R)-3-((tert-Butyldimethylsilyl)oxy)-3-(3,5-dimethoxy-4-methylphenyl)-2-phenethyloxypropyl)-2H-indazole-7-carboxylic acid methyl ester